C(CCC)[P+](CCCC)(CCCC)CCCC.C(CCCCCCCCC)S(=O)(=O)[O-] decylsulfonic acid tetrabutylphosphonium salt